2-(2-(((6-chloropyrimidin-4-yl)amino)methyl)-6-cyclopropylimidazo[1,2-a]pyridin-8-yl)propan-2-ol ClC1=CC(=NC=N1)NCC=1N=C2N(C=C(C=C2C(C)(C)O)C2CC2)C1